CC1(CCC(CC1)CCCCC)C1CCCCC1C(=C)C methyl-4-pentyl-6'-(prop-1-en-2-yl)-[1,1'-bi(cyclohexane)]